1-(7-benzoyl-9H-fluoren-2-yl)-2-chloro-2-methyl-propan-1-one C(C1=CC=CC=C1)(=O)C1=CC=C2C=3C=CC(=CC3CC2=C1)C(C(C)(C)Cl)=O